N-((2R)-1-(2-(cyclopropylmethyl)-1,3-dioxo-4-phenyl-2,8-diazaspiro[4.5]decan-8-yl)-3-methyl-1-oxobutan-2-yl)-2-fluoro-5-(trifluoromethyl)benzamide C1(CC1)CN1C(C2(C(C1=O)C1=CC=CC=C1)CCN(CC2)C([C@@H](C(C)C)NC(C2=C(C=CC(=C2)C(F)(F)F)F)=O)=O)=O